CC1(C=CC(CC1)C(=C)C)O 1-Methyl-4-(1-methylethenyl)2-cyclohexen-1-ol